C(C)C1=CC=C(C=C1)C1=CN(C(=C1)O)C1=NC(=C(N=C1C)C)C 3-(4-ethylphenyl)-1-(3,5,6-trimethylpyrazin-2-yl)-1H-pyrrol-5-ol